N1N=CC(=C1)C=1C2=C(C(=NC1)NCC=1C=C(C(=O)NC=3SC=4CN(CCC4N3)C)C=CC1)CCO2 3-(((7-(1H-Pyrazol-4-yl)-2,3-dihydrofuro[3,2-c]pyridin-4-yl)amino)methyl)-N-(5-methyl-4,5,6,7-tetrahydrothiazolo[5,4-c]pyridin-2-yl)benzamid